BrC=1C=C(C(=O)NC2=C(C=C(C=C2)F)CC(=O)OC(C)(C)C)C=CC1N1CCCCC1 tert-butyl 2-[2-[[3-bromo-4-(1-piperidyl)benzoyl]amino]-5-fluoro-phenyl]acetate